2-[(2-methoxy-2-oxoethyl)sulfanyl]ethyl propanoate C(CC)(=O)OCCSCC(=O)OC